2-(benzyloxy)-5-(3-(4,4,5,5-tetramethyl-1,3,2-dioxaborolan-2-yl)phenyl)pyridine C(C1=CC=CC=C1)OC1=NC=C(C=C1)C1=CC(=CC=C1)B1OC(C(O1)(C)C)(C)C